4-(6-hydroxyhexyloxy)phenol OCCCCCCOC1=CC=C(C=C1)O